C(C)N(S(=O)(=O)C=1C=NC=C(C1)F)[C@@H](C(F)(F)F)C1=CC=C(C=C1)OC (R)-N-ethyl-5-fluoro-N-(2,2,2-trifluoro-1-(4-methoxyphenyl)ethyl)pyridine-3-sulfonamide